1,3-Dimethylimidazolium-2-carboxylat CN1C(=[N+](C=C1)C)C(=O)[O-]